ClC1=CC=C(C2=C1C=CO2)COC2=CC=CC(=N2)C2CCN(CC2)CC2=NC1=C(N2CCOC)C=C(C=C1)C(=O)O 2-((4-(6-((4-Chlorobenzofuran-7-yl)methoxy)pyridin-2-yl)piperidin-1-yl)methyl)-1-(2-Methoxyethyl)-1H-benzo[d]imidazole-6-carboxylic acid